N-(4-(3-cyano-6-methoxy-1,7-naphthyridin-4-yl)benzyl)sulfamide C(#N)C=1C=NC2=CN=C(C=C2C1C1=CC=C(CNS(=O)(=O)N)C=C1)OC